7-bromo-4,6-dichloro-8-fluoro-2-(((2R,7aS)-2-fluorotetrahydro-1H-pyrrolizin-7a(5H)-yl)methoxy)quinoline BrC1=C(C=C2C(=CC(=NC2=C1F)OC[C@]12CCCN2C[C@@H](C1)F)Cl)Cl